sodium caprate (caprate) [O-]C(=O)CCCCCCCCC.OC(=O)CCCCCCCCC.[Na+]